P(O)(O)O.C(CCCCCCCC)C1=C(C=CC=C1)O.C(CCCCCCCC)C1=C(C=CC=C1)O.C(CCCCCCCC)C1=C(C=CC=C1)O tris(nonylphenol) phosphite